1-tert-butyl-3,4,5-trifluoropyrazole C(C)(C)(C)N1N=C(C(=C1F)F)F